COC1=CC=C(C=C1)CN1C(N(CCC1=O)C1=CN=CC2=C(C=CC=C12)N1[C@@H](CN(CC1)C(=O)OC(C)(C)C)C)=O 1-Tert-butyl (3R)-4-[4-[3-[(4-methoxyphenyl)methyl]-2,4-dioxo-hexahydropyrimidin-1-yl]-8-isoquinolyl]-3-methyl-piperazine-1-carboxylate